C(#N)C=1C=C(OC=2N(C=C(N2)C)C(=O)NC2CCC(CC2)(F)F)C=CC1 2-(3-Cyanophenoxy)-N-(4,4-difluorocyclohexyl)-4-methyl-1H-imidazole-1-carboxamide